ClC1=CC=C(CN2CCN(C3=CC=CC=C23)C(C(C)N2CCCC2)=O)C=C1 1-(4-(4-Chlorobenzyl)-3,4-dihydroquinoxalin-1(2H)-yl)-2-(pyrrolidin-1-yl)propan-1-one